3-(methylamino)-1,2-benzoxazol CNC1=NOC2=C1C=CC=C2